S1C2=C(C=C1)C(=CC=C2)N2CCN(CC2)CCCCOC2=CC=C1CCC(N(C1=C2)C(=O)OCCCCCCCCCCC)=O undecyl 7-(4-(4-(benzo[b]thiophen-4-yl)piperazin-1-yl)butoxy)-2-oxo-3,4-dihydroquinoline-1(2H)-carboxylate